8-(4-(trifluoromethyl)phenyl)-6-((2-(trimethylsilyl)ethoxy)methyl)-1,6-naphthyridin-5(6H)-one FC(C1=CC=C(C=C1)C1=CN(C(C=2C=CC=NC12)=O)COCC[Si](C)(C)C)(F)F